[C@H]12CN(C[C@H](CC1)N2)C=2C1=C(N=C(N2)OC[C@H]2N(CCC2)C)CN(CC1)C1=NC(=NC2=CC=CC=C12)N 4-(4-((1R,5S)-3,8-diazabicyclo[3.2.1]octan-3-yl)-2-(((S)-1-methylpyrrolidin-2-yl)methoxy)-5,8-dihydropyrido[3,4-d]pyrimidin-7(6H)-yl)quinazolin-2-amine